methyl {[5-(5-methyl-1,3,4-oxadiazol-2-yl)-4-nitro-1-phenyl-1H-pyrazolyl]sulfanyl}acetate CC1=NN=C(O1)C1=C(C(=NN1C1=CC=CC=C1)SCC(=O)OC)[N+](=O)[O-]